((S)-1-cyano-2-((S)-2-oxopyrrolidin-3-yl)ethyl)-2-(4-methoxy-1H-indole-2-carbonyl)isoindoline-1-carboxamide C(#N)[C@@H](C[C@@H]1C(NCC1)=O)C1(N(CC2=CC=CC=C12)C(=O)C=1NC2=CC=CC(=C2C1)OC)C(=O)N